5-methoxy-1,2-dimethyl-1H-indole-3-carboxylic acid ethyl ester C(C)OC(=O)C1=C(N(C2=CC=C(C=C12)OC)C)C